(2Z)-but-2-ene-1,4-diol C(\C=C/CO)O